NC1=C(C=CC=C1)C=1OC(=CC(C1)=O)N1CCOCC1 2-(2-aminophenyl)-6-morpholino-4H-pyran-4-one